tributyldodecylphosphonium C(CCC)[P+](CCCCCCCCCCCC)(CCCC)CCCC